FC(C1=C(C=CC=C1)C1COC2=C(CN1)C=CC(=C2)C(=O)OC)(F)F methyl 3-(2-(trifluoromethyl)phenyl)-2,3,4,5-tetrahydrobenzo[f][1,4]oxazepine-8-carboxylate